3-(Hydroxymethyl)-3-methyl-1-oxa-7-azaspiro[4.5]decane-6,8-dione OCC1(COC2(C1)C(NC(CC2)=O)=O)C